Cl.C(#N)C=CC1=CC(=C(C(=C1)C)NC1=NC(=NC=C1)NC1=CC=C(C#N)C=C1)C 4-[[4-[[4-(2-cyanovinyl)-2,6-dimethylphenyl]amino]pyrimidin-2-yl]amino]benzonitrile hydrochloride